1-(o-Tolyl)-3,4-dihydroisoquinoline C1(=C(C=CC=C1)C1=NCCC2=CC=CC=C12)C